COC1(COC1)C1=NC=CC(=C1C1CC(N(CC1)C(=O)OC(C)(C)C)=O)C tert-butyl 4-(2-(3-methoxyoxetan-3-yl)-4-methylpyridin-3-yl)-2-oxopiperidine-1-carboxylate